NC1C(CC2=CC=CC=C12)O 1-aminoindan-2-ol